methyl 7-methoxy-3-phenethyl-3,4-dihydro-2H-benzo[e][1,3]oxazine-5-carboxylate COC=1C=C2C(CN(CO2)CCC2=CC=CC=C2)=C(C1)C(=O)OC